[Cd].[Tl] thallium-cadmium